FC1=C(C(=C2C=CNC2=C1F)S(=O)(=N)C)OC=1C=CC(=C(C1)C=1NC=C(N1)C1(CCOC2=C(C=CC=C12)CCC(=O)OCC)C)F ethyl 3-[4-[2-[5-[[6,7-difluoro-4-(methylsulfonimidoyl)-1H-indol-5-yl]oxy]-2-fluoro-phenyl]-1H-imidazol-4-yl]-4-methyl-chroman-8-yl]propanoate